CC1([C@H]([C@H]2[C@@H](O1)OC3=C2C(=C(C=C3)C(=O)/C=C/C4=CC=CC=C4)O)O)C The molecule is a member of the class of chalcones isolated from Tephrosia purpurea and has been shown to exhibit antineoplastic activity. It has a role as an antineoplastic agent and a plant metabolite. It is a member of chalcones, a member of phenols, a secondary alcohol, a cyclic ether and an organic heterotricyclic compound.